(TRIFLUOROMETHYL)PYRIMIDINE-2-AMINE FC(F)(F)C1=NC(=NC=C1)N